6-isopropyl-2,4-diaminopyrimidine C(C)(C)C1=CC(=NC(=N1)N)N